(3-fluoro-4-(4,4,5,5-tetramethyl-1,3,2-dioxaborolan-2-yl)phenyl)-4-methyl-piperazine FC=1C=C(C=CC1B1OC(C(O1)(C)C)(C)C)N1CCN(CC1)C